5-{2-amino-[1,2,4]triazolo-[1,5-a]pyridin-7-yl}-2-methyl-N-({2-[(3-methyl-cyclopentyl)oxy]phenyl}-methyl)pyridine-3-carboxamide NC1=NN2C(C=C(C=C2)C=2C=C(C(=NC2)C)C(=O)NCC2=C(C=CC=C2)OC2CC(CC2)C)=N1